FC1=CC=C(C=C1)[C@@H](C)N1N=CC(=C1)CNC1=NC=2N([C@H](C(NC2C(=N1)C)=O)C)C (7S)-2-(((1-((R)-1-(4-fluorophenyl)ethyl)-1H-pyrazol-4-yl)methyl)amino)-4,7,8-trimethyl-7,8-dihydropteridin-6(5H)-one